[Br-].C(CCCCC)[P+](C1=CC=CC=C1)(C1=CC=CC=C1)C1=CC=CC=C1 Hexyltriphenylphosphonium Bromide